ethyl 2-ethyl-4,4,4-trifluoro-3-oxo-butanoate C(C)C(C(=O)OCC)C(C(F)(F)F)=O